C(C=1C(C(=O)OCCCC=C)=CC=CC1)(=O)OCCCC=C di(4-pentenyl) phthalate